bismuth methyl-triphenylphosphine CC1=C(C=CC=C1)P(C1=CC=CC=C1)C1=CC=CC=C1.[Bi]